FC1(CCC(CC1)C1=NC=CC(=C1NC(=O)C=1C=NC(=NC1)C(C)C)C1=NC=CC=C1F)F N-(2'-(4,4-difluorocyclohexyl)-3-fluoro-[2,4'-bipyridin]-3'-yl)-2-isopropylpyrimidine-5-carboxamide